triethylene glycol bis(beta-(3-tertiary butyl-4-hydroxy-5-methylphenyl) acrylate) C(C)(C)(C)C=1C=C(C=C(C1O)C)C=CC(=O)OCCOCCOCCOC(C=CC1=CC(=C(C(=C1)C)O)C(C)(C)C)=O